4-(4-((6-methoxypyridin-3-yl)oxy)piperidin-1-yl)-5-methyl-6-(pyrrolidin-1-yl)pyrimidine COC1=CC=C(C=N1)OC1CCN(CC1)C1=NC=NC(=C1C)N1CCCC1